(diphenylpyridinyl)(phenyltriphenyleneyl)benzene C1(=CC=CC=C1)C1=C(C(=NC=C1)C1=C(C=CC=C1)C1=C(C=CC=2C3=CC=CC=C3C3=CC=CC=C3C12)C1=CC=CC=C1)C1=CC=CC=C1